3,6,6-trimethyl-4-oxo-4,5,6,7-tetrahydro-1H-indole-2-carboxamide CC1=C(NC=2CC(CC(C12)=O)(C)C)C(=O)N